C(N)(=N)C=1C=C(SC1)CNC(=O)C12CCC(CC1)N2 N-((4-carbamimidoylthiophen-2-yl)methyl)-7-azabicyclo[2.2.1]heptane-1-carboxamide